(9H-fluoren-9-yl)methyl (2-((4-((3-((tert-butoxycarbonyl)amino) propyl)((2S,4R)-2-methyl-1-propionyl-1,2,3,4-tetrahydroquinolin-4-yl)amino)phenyl)amino)-2-oxoethyl)carbamate C(C)(C)(C)OC(=O)NCCCN(C1=CC=C(C=C1)NC(CNC(OCC1C2=CC=CC=C2C=2C=CC=CC12)=O)=O)[C@@H]1C[C@@H](N(C2=CC=CC=C12)C(CC)=O)C